1-(7-Bromoquinazolin-2-yl)-N-(cyclobutylmethyl)methylamine BrC1=CC=C2C=NC(=NC2=C1)CNCC1CCC1